N-(6-methoxypyridin-3-yl)-2-((2-methyl-4-(trifluoromethoxy)phenyl)amino)-5-(trifluoromethyl)nicotinamide sodium N-dodecyl-β-alaninate C(CCCCCCCCCCC)NCCC(=O)[O-].[Na+].COC1=CC=C(C=N1)NC(C1=C(N=CC(=C1)C(F)(F)F)NC1=C(C=C(C=C1)OC(F)(F)F)C)=O